N1=CC=C(C=C1)NC(=O)C1=NNC2=CC=CC=C12 N-(pyridin-4-yl)-1H-Indazole-3-carboxamide